FC=1C=CC(=NC1)C(=O)OC=1C(=NC(=C(C1C)C)NC(=O)C1=C(C2=C(S1)C=C(C=C2)F)Cl)C 6-(3-chloro-6-fluorobenzo[b]thiophene-2-carboxamido)-2,4,5-trimethylpyridin-3-yl 5-fluoropicolinate